(R)-2-amino-5-(4-(2-hydroxy-2-(m-tolyl)acetamido)-2-methylphenyl)-N-isopropylnicotinamide NC1=C(C(=O)NC(C)C)C=C(C=N1)C1=C(C=C(C=C1)NC([C@@H](C=1C=C(C=CC1)C)O)=O)C